bis(3-ethyl-benzothiazoline-6-sulfonic acid) diammonium salt [NH4+].[NH4+].C(C)N1CSC2=C1C=CC(=C2)S(=O)(=O)[O-].C(C)N2CSC1=C2C=CC(=C1)S(=O)(=O)[O-]